NC=1N=C2N(C=C(C=C2)C2=CC(=CC=C2)N2CCN(CC2)C)C1C(=O)[C@H]1[C@H](C1)F (2-amino-6-(3-(4-methylpiperazin-1-yl)phenyl)imidazo[1,2-a]pyridin-3-yl)((1S,2S)-2-fluorocyclopropyl)methanone